O1CC(C1)N1N=C(C(=C1)NC(=O)C=1C(=NC=CC1)C=1C=NC=C(C1)C(=O)O)C1=NC=CC=C1 ((1-(oxetan-3-yl)-3-(pyridin-2-yl)-1H-pyrazol-4-yl)carbamoyl)-[2,3'-bipyridine]-5'-carboxylic acid